2-(Benzenesulfinyl-methyl-amino)-5-oxo-5H-thieno[3,2-b]pyran-6-carboxylic acid C1(=CC=CC=C1)S(=O)N(C1=CC=2OC(C(=CC2S1)C(=O)O)=O)C